(4-(3-(1-methyl-1H-indazol-6-yl)-1,4-dihydro-thieno[2',3':4,5]cyclopenta[1,2-c]pyrazol-6-yl)-3,6-dihydropyridin-1(2H)-yl)(morpholino)methanone CN1N=CC2=CC=C(C=C12)C=1C2=C(NN1)C1=C(C2)SC(=C1)C=1CCN(CC1)C(=O)N1CCOCC1